5-bromo-8-fluoroquinazoline-2,4(1h,3h)-dione BrC1=C2C(NC(NC2=C(C=C1)F)=O)=O